BrC=1C=NN2C1N=C(C=C2)C=2C=C1CN(C(C1=CC2)=O)[C@@H]2C(NC(CC2)=O)=O (S)-3-(5-(3-bromopyrazolo[1,5-a]pyrimidin-5-yl)-1-oxoisoindolin-2-yl)piperidine-2,6-dione